1-(1,3-dihydro-2H-isoindol-2-yl)-2-[(6-fluoropyridin-2-yl)sulfonyl]ethanone C1N(CC2=CC=CC=C12)C(CS(=O)(=O)C1=NC(=CC=C1)F)=O